C(C1=CC=C(C(=O)O)C=C1)C1=CC=C(C(=O)O)C=C1 4,4'-methylenebis(benzoic acid)